(3as,6ar)-3a-methyl-5-((R)-1-phenylethyl)hexahydropyrrolo[3,4-c]pyrrole-2(1H)-carboxylic acid tert-butyl ester C(C)(C)(C)OC(=O)N1C[C@H]2CN(C[C@]2(C1)C)[C@H](C)C1=CC=CC=C1